(S)-2-(4-(2-((((9H-fluoren-9-yl)methoxy)carbonyl)amino)-2-carboxyethyl)phenoxy)-N,N,N-trimethylethan-1-aminium chloride [Cl-].C1=CC=CC=2C3=CC=CC=C3C(C12)COC(=O)N[C@@H](CC1=CC=C(OCC[N+](C)(C)C)C=C1)C(=O)O